[Na].C(#N)CC(C)=O cyanoacetone sodium salt